1-methyl-1,2,4-triazole-3-carboxylic acid methyl ester COC(=O)C1=NN(C=N1)C